Calcium sulfate S(=O)(=O)([O-])[O-].[Ca+2]